C(C)N1C(C=2N=C(N=CC2C1=O)NC1=NC=C(C(=C1)N[C@H](CO)C1=CC=CC=C1)C1=NC(=NO1)C=1C=NC=CC1)(C)C (S)-6-ethyl-2-((4-((2-hydroxy-1-phenylethyl)amino)-5-(3-(pyridin-3-yl)-1,2,4-oxadiazol-5-yl)pyridin-2-yl)amino)-7,7-dimethyl-6,7-dihydro-5H-pyrrolo[3,4-d]pyrimidin-5-one